tert-butyl N-(((9H-fluoren-9-yl)methoxy)carbonyl)-O-((4-nitrophenoxy)carbonyl)-L-serinate C1=CC=CC=2C3=CC=CC=C3C(C12)COC(=O)N[C@@H](COC(=O)OC1=CC=C(C=C1)[N+](=O)[O-])C(=O)OC(C)(C)C